CN(C(=O)N(CC(=O)N1[C@@H](C[C@H](C1)F)C(=O)N[C@@H](C1=CC=CC=C1)C1=CC(=C(C=C1)C(C)C)F)C)C (2S,4R)-1-{2-[(dimethylcarbamoyl)(methyl)amino]acetyl}-4-fluoro-N-[(S)-[3-fluoro-4-(propan-2-yl)phenyl](phenyl)methyl]pyrrolidine-2-carboxamide